nickel-chromium-gold [Au].[Cr].[Ni]